BrCCC1=CC=C(C=C1)B(O)O 4-(2-bromoethyl)phenylboronic acid